N[C@H](C(=O)NC(CCC[C@@H](C(=O)OC(C)(C)C)NC(=O)N[C@@H](CCC(=O)OC(C)(C)C)C(=O)OC(C)(C)C)C)CC=1N=CNC1 di-tert-butyl (((S)-6-((S)-2-amino-3-(1H-imidazol-4-yl)propanamido)-1-(tert-butoxy)-1-oxoheptan-2-yl)carbamoyl)-L-glutamate